S1C(=CC=C1CN)CN 5-thiophene-dimethylamine